N(C)CC(=O)N sarcosinamide